The molecule is a beta-D-galactopyranosyl diglyceride that consists of 2,3-diacyl-sn-glycerol having dodecanoyl as the acyl groups and the beta-D-galactopyranosyl residue attached at position 1. CCCCCCCCCCCC(=O)OC[C@@H](CO[C@H]1[C@@H]([C@H]([C@H]([C@H](O1)CO)O)O)O)OC(=O)CCCCCCCCCCC